CC1=C(C=CC(=C1)C(C)(C)C)C1C=CC2=CC=CC=C12 2-methyl-4-(tert-butyl)phenylindene